NC1=NC(=C(C=2N1N=C(N2)OCC2=NC(=CC=C2)C)C2=NN(C(C=C2)=O)C)C2=C(C#N)C=CC=C2 (5-amino-8-(1-methyl-6-oxo-1,6-dihydropyridazin-3-yl)-2-((6-methylpyridin-2-yl)methoxy)-[1,2,4]triazolo[1,5-c]pyrimidin-7-yl)benzonitrile